C(C1=CC=CC=C1)OC1=CC=C(C=C1)C1=NOC(=N1)CC(C(=O)O)=C ((3-(4-(benzyloxy)phenyl)-1,2,4-oxadiazol-5-yl)methyl)acrylic acid